BrCCC1=C(C(=C(C=C1)O)C)C 4-(2-bromoethyl)-2,3-dimethylphenol